3-{trans-3-[(6,7-dimethoxy-4-quinolinyl)oxy]cyclobutyl}-1-[5-(trifluoromethyl)-3-pyridinyl]-2,4-imidazolidinedione COC=1C=C2C(=CC=NC2=CC1OC)O[C@@H]1C[C@H](C1)N1C(N(CC1=O)C=1C=NC=C(C1)C(F)(F)F)=O